(3S)-1-({1-Methyl-2-[1-(phenylmethyl)-1H-indol-2-yl]-1H-benzimidazol-5-yl}carbonyl)-3-piperidinamine CN1C(=NC2=C1C=CC(=C2)C(=O)N2C[C@H](CCC2)N)C=2N(C1=CC=CC=C1C2)CC2=CC=CC=C2